N[C@H](C(=O)NC(CC1C(NCC1)=O)C(N)=O)CC(C)C (2S)-2-amino-N-[1-carbamoyl-2-(2-oxopyrrolidin-3-yl)ethyl]-4-methylpentanamide